4-(5-ethoxy-1H-pyrazol-3-yl)-2-fluorobenzonitrile C(C)OC1=CC(=NN1)C1=CC(=C(C#N)C=C1)F